1-((3-((2-bromobenzyl)oxy)prop-1-en-2-yl)oxy)-4-methylpyridin-1-ium BrC1=C(COCC(=C)O[N+]2=CC=C(C=C2)C)C=CC=C1